3-(3-(3-((tert-butyldimethylsilyl)oxy)propoxy)-5-cyclopropyl-4-nitro-1H-pyrazol-1-yl)-2,6-dimethylpyridine [Si](C)(C)(C(C)(C)C)OCCCOC1=NN(C(=C1[N+](=O)[O-])C1CC1)C=1C(=NC(=CC1)C)C